1,4,7,10-tetraazacyclododecane-1,4,7,1-O-tetraacetic acid N1(CCN(CCN(CCNCC1)CC(=O)O)CC(=O)O)CC(=O)OCC(=O)O